C(C)(C)(C)ONC(N(C1=CC=CC=C1)C1=CC=CC=C1)=O (E)-tert-butoxy-1,1-diphenylurea